(2S,4R)-4-hydroxy-N-(2-hydroxy-4-(4-methylthiazol-5-yl)benzyl)-1-(3-methyl-2-(3-(prop-2-yn-1-yloxy)isoxazol-5-yl)butanoyl)pyrrolidine-2-carboxamide O[C@@H]1C[C@H](N(C1)C(C(C(C)C)C1=CC(=NO1)OCC#C)=O)C(=O)NCC1=C(C=C(C=C1)C1=C(N=CS1)C)O